potassium ((4-(t-butoxycarbonyl)piperidin-1-yl)methyl)trifluoroborate C(C)(C)(C)OC(=O)C1CCN(CC1)C[B-](F)(F)F.[K+]